C(C1=CC=CC=C1)OCC1(CC1)N 1-((benzyloxy)methyl)cyclopropanamine